N[C@@H](CCC(=O)N(CC(=O)O)C([C@H](CC)N)=O)C(=O)O L-γ-glutamyl-L-α-aminobutyryl-glycine